BrC1=C(C=CC(=C1)F)C(CCC=1C=NN(C1)CC1CC1)=O 2-bromo-4-fluorophenyl-3-[1-(cyclopropylmethyl)-1H-pyrazol-4-yl]propan-1-one